2-((methylamino)methyl)benzyl((1S,9S)-9-ethyl-5-chloro-9-hydroxy-4-methyl-10,13-dioxo-2,3,9,10,13,15-hexahydro-1H,12H-benzo[de]pyrano[3',4':6,7]indolizino[1,2-b]quinolin-1-yl)carbamate CNCC1=C(CN(C([O-])=O)[C@H]2CCC=3C=4C2=C2C(=NC4C=C(C3C)Cl)C3=CC4=C(C(N3C2)=O)COC([C@]4(O)CC)=O)C=CC=C1